2-methyl-2-propene-1-thiol CC(CS)=C